9,9'-(5-(4,6-diphenylpyrimidin-2-yl)-1,3-phenylene)bis(3-(9,9'-spirobi[fluoren]-4-yl)-9H-carbazole) C1(=CC=CC=C1)C1=NC(=NC(=C1)C1=CC=CC=C1)C=1C=C(C=C(C1)N1C2=CC=CC=C2C=2C=C(C=CC12)C1=CC=CC=2C3(C4=CC=CC=C4C12)C1=CC=CC=C1C=1C=CC=CC13)N1C3=CC=CC=C3C=3C=C(C=CC13)C1=CC=CC=3C2(C4=CC=CC=C4C13)C1=CC=CC=C1C=1C=CC=CC12